3-amino-N-{2-[3-(1,1-difluoro-2-methoxyethyl)-4-(methylamino)pyrrolidin-1-yl]-5,6,7,8-tetrahydroquinolin-6-yl}-5-fluoro-6-methylthieno[2,3-b]pyridine-2-carboxamide NC1=C(SC2=NC(=C(C=C21)F)C)C(=O)NC2CC=1C=CC(=NC1CC2)N2CC(C(C2)NC)C(COC)(F)F